C1(CCCCC1)C1=C(C=CC(=C1)CCC1=CC=C(C=C1)C(F)(F)F)NC([C@@H]([C@H](CCCC)F)F)=O (2S,3S)-N-(2-cyclohexyl-4-(4-(trifluoromethyl)phenethyl)phenyl)-2,3-difluoroheptanamide